COC1=CC=C(CN2C=NC(=C2)CC2CCN(CC2)C)C=C1 4-((1-(4-methoxybenzyl)-1H-imidazol-4-yl)methyl)-1-methylpiperidine